CC1(CN(CC=C1O[Si](C)(C)C)C(=O)OC(C)(C)C)C tert-butyl 3,3-dimethyl-4-[(trimethylsilyl)oxy]-1,2,3,6-tetrahydropyridine-1-carboxylate